N-((5-(5-(difluoromethyl)-1,3,4-oxadiazol-2-yl)thiazol-2-yl)methyl)-N-(pyridin-3-yl)morpholine-4-sulfonamide FC(C1=NN=C(O1)C1=CN=C(S1)CN(S(=O)(=O)N1CCOCC1)C=1C=NC=CC1)F